Tetrakis(2-ethylhexyl) benzene-1,2,4,5-tetracarboxylate C=1(C(=CC(=C(C1)C(=O)OCC(CCCC)CC)C(=O)OCC(CCCC)CC)C(=O)OCC(CCCC)CC)C(=O)OCC(CCCC)CC